2-Cyclopropyl-N7-indan-2-yl-pyrazolo[1,5-a]pyrimidine-3,7-dicarboxamide C1(CC1)C1=NN2C(N=CC=C2C(=O)NC2CC3=CC=CC=C3C2)=C1C(=O)N